ClC1=NC=C(C(=O)NCC2=CC(=CC=C2)C(F)(F)F)C(=C1)OC 6-Chloro-4-methoxy-N-(3-(trifluoromethyl)benzyl)nicotinamide